3-[[4-bromo-3-(trifluoromethyl)phenyl]methylene]-1-(3-fluoropropyl)azetidine BrC1=C(C=C(C=C1)C=C1CN(C1)CCCF)C(F)(F)F